6-oxo-hexyl-6-((6-hydroxyhexanoyl)oxy)hexanoate O=CCCCCCOC(CCCCCOC(CCCCCO)=O)=O